(S)-3-(5-(2-oxopyrrolidin-1-yl)pyridin-3-yl)-3-(5-(2-(5,6,7,8-tetrahydro-1,8-naphthyridin-2-yl)ethoxy)-1H-indazol-1-yl)propanoic acid O=C1N(CCC1)C=1C=C(C=NC1)[C@H](CC(=O)O)N1N=CC2=CC(=CC=C12)OCCC1=NC=2NCCCC2C=C1